B([O-])OB[O-].[NH4+].[NH4+] ammonium diboronate